[Cl-].C(CCCCC)N1CN(C=C1)CCCCCC 1-hexyl-3-hexylimidazole chloride